COC(C[C@H](C#CC)C1=CC=C(C=C1)OCC[C@@H](CC)C)=O |&1:17| (3S)-3-(4-{[(3R/S)-3-methylpentyl]Oxy}phenyl)hex-4-ynoic acid methyl ester